ClC1=C(C=CC(=C1)OCC1=CC(=C(C=C1)F)F)N1C[C@@H](CC1)O (R)-1-(2-chloro-4-((3,4-difluorobenzyl)oxy)phenyl)pyrrolidin-3-ol